ClC=1C=C(C=C2CCC(NC12)=O)C=1C=C(C=NC1)CN(C(=O)C1=NC=CC=C1Cl)C 3-Chloro-pyridine-2-carboxylic acid [5-(8-chloro-2-oxo-1,2,3,4-tetrahydro-quinolin-6-yl)-pyridin-3-ylmethyl]-methyl-amide